C1(CCCC1)OC(C(C)N=P(=O)OC1=C(C=CC=C1)OC1=C(C(=C(C(=C1F)F)F)F)F)=O 2-((S)-(perfluorophenoxy)(phenoxy)phosphorylamino)propionic acid (S)-cyclopentyl ester